4-(7-(3-Aminopiperazin-1-yl)-3-(4-fluorophenyl)quinoxalin-2-yl)benzonitrile NC1CN(CCN1)C1=CC=C2N=C(C(=NC2=C1)C1=CC=C(C#N)C=C1)C1=CC=C(C=C1)F